C1(CC1)C1=CC=2N(C(C(=CC2S1)C1=CC2=CN(N=C2C=C1)C)=O)C1=CC=C(C=C1)OC(F)F 2-cyclopropyl-4-(4-(difluoromethoxy)phenyl)-6-(2-methyl-2H-indazol-5-yl)thieno[3,2-b]pyridin-5(4H)-one